1-phenyl-4,4-dimethyl-3-pyrazolone C1(=CC=CC=C1)N1NC(C(C1)(C)C)=O